1-[(11Z,14Z)-1-nonyleicosan-11,14-dien-1-yl]pyrrolidine C(CCCCCCCC)C(CCCCCCCCC\C=C/C\C=C/CCCCC)N1CCCC1